2-chloro-5-((7-fluoro-1,4-dimethoxy-3-methylnaphthalen-2-yl)methyl)pyrimidine ClC1=NC=C(C=N1)CC1=C(C2=CC(=CC=C2C(=C1C)OC)F)OC